3,4-dihydro-2H-oxazinopyridine N1OCCC2=C1C=CC=N2